5-bromo-2-(2,4-dimethoxybenzyl)-4-fluoroisoindolin-1-one BrC=1C(=C2CN(C(C2=CC1)=O)CC1=C(C=C(C=C1)OC)OC)F